Rac-5-chloro-2-(1-((trans)-2-((2-(2,6-dioxopiperidin-3-yl)-1-oxoisoindolin-5-yl)oxy)cyclopentyl)azetidin-3-yl)benzonitrile ClC=1C=CC(=C(C#N)C1)C1CN(C1)[C@H]1[C@@H](CCC1)OC=1C=C2CN(C(C2=CC1)=O)[C@H]1C(NC(CC1)=O)=O |&1:29|